CN1N=C(C=C1)N1C=NC=C1 (1-methyl-1H-pyrazol-3-yl)-1H-imidazol